C(C1=CC=CC=C1)OC1=C(C(=C2C=CC(=CC2=C1)NC(CN1CCC(CC1)C1=C(C2=C(N(C(N2C)=O)C2C(NC(CC2)=O)=O)C=C1)Cl)=O)F)N1S(NC(C1)=O)(=O)=O N-[7-benzyloxy-5-fluoro-6-(1,1,4-trioxo-1,2,5-thiadiazolidin-2-yl)-2-naphthyl]-2-[4-[4-chloro-1-(2,6-dioxo-3-piperidyl)-3-methyl-2-oxo-benzimidazol-5-yl]-1-piperidyl]acetamide